FC(C=1C(NN=C(C1)CN1CC(C1)C(=O)N1CCN(CC1)C1=NC=C(C=N1)C(F)(F)F)=O)(F)F 4-(trifluoromethyl)-6-((3-(4-(5-(trifluoromethyl)pyrimidin-2-yl)piperazine-1-carbonyl)azetidin-1-yl)methyl)pyridazin-3(2H)-one